ethyl (R)-5-amino-2-((S)-2-(2-(4-chlorophenyl)-2-methylpropanamido)-3,3-dimethylbutanamido)pentanoate NCCC[C@H](C(=O)OCC)NC([C@H](C(C)(C)C)NC(C(C)(C)C1=CC=C(C=C1)Cl)=O)=O